N-(5-(2-(((1r,4r)-4-(dimethylamino)cyclohexyl)amino)-8-isopropyl-7-oxo-7,8-dihydropyrido[2,3-d]-pyrimidin-6-yl)pyridin-2-yl)-3,3,3-trifluoro-propane-1-sulfonamide CN(C1CCC(CC1)NC=1N=CC2=C(N1)N(C(C(=C2)C=2C=CC(=NC2)NS(=O)(=O)CCC(F)(F)F)=O)C(C)C)C